5-formyl-4-methyl-1-[(6-oxopiperidin-3-yl)methyl]-1H-indole-2-carbonitrile C(=O)C=1C(=C2C=C(N(C2=CC1)CC1CNC(CC1)=O)C#N)C